1-(4-(7-(8-chloro-7-fluoronaphthalen-1-yl)-8-fluoro-1,6-naphthyridin-4-yl)piperazin-1-yl)prop-2-en-1-one ClC=1C(=CC=C2C=CC=C(C12)C1=NC=C2C(=CC=NC2=C1F)N1CCN(CC1)C(C=C)=O)F